3-(3,4-dibenzyloxyphenyl)-2-dibenzylamino-3-oxopropionate C(C1=CC=CC=C1)OC=1C=C(C=CC1OCC1=CC=CC=C1)C(C(C(=O)[O-])N(CC1=CC=CC=C1)CC1=CC=CC=C1)=O